C(CCCCC(=O)OC1CC(N(C(C1)(C)C)OC1CCCCC1)(C)C)(=O)OC1CC(N(C(C1)(C)C)OC1CCCCC1)(C)C bis(1-cyclohexyloxy-2,2,6,6-tetramethyl piperidin-4-yl) adipate